NC1=C2CN(C(C2=CC=C1O)=O)C1C(NC(CC1)=O)=O 3-(4-amino-5-hydroxy-1-oxoisoindolin-2-yl)piperidine-2,6-dione